COC1=NC(=C(C2=C1C=CS2)NC2=CC=CC=C2)C=2C=NNC2 4-methoxy-N-phenyl-6-(1H-pyrazol-4-yl)thieno[3,2-c]pyridin-7-amine